NO[C@@H](COC=1C=C2C=CC(=NC2=CC1)NC1CN(C1)C(=O)OC(C)(C)C)C(=O)OC(C)(C)C tert-butyl (S)-3-((6-(2-(aminooxy)-3-(tert-butoxy)-3-oxopropoxy)-quinolin-2-yl)amino)azetidine-1-carboxylate